benzyl (1-(2-((1-amino-18-oxo-3,6,9,12,15-pentaoxa-19-azahenicosan-21-yl)amino)-3-(5-chloro-1H-benzo[d]imidazol-2-yl)-5-(3-fluoro-5-methylphenyl)pyridin-4-yl)piperidin-4-yl)carbamate NCCOCCOCCOCCOCCOCCC(NCCNC1=NC=C(C(=C1C1=NC2=C(N1)C=CC(=C2)Cl)N2CCC(CC2)NC(OCC2=CC=CC=C2)=O)C2=CC(=CC(=C2)C)F)=O